ClC1=NC=C(C(=N1)C1=CC=C2C(C(=CN(C2=C1)C(C)C)C)=O)F 7-(2-chloro-5-fluoropyrimidin-4-yl)-1-isopropyl-3-methylquinolin-4(1H)-one